NC1(CC(C(C1)F)F)C(=O)O 1-amino-3,4-difluorocyclopentane-1-carboxylic acid